tert-butyl (2-(5-((S)-2-((S)-2-(2-azidoacetamido)propanamido) propanamido)-2-(hydroxymethyl)benzamido)ethyl)carbamate N(=[N+]=[N-])CC(=O)N[C@H](C(=O)N[C@H](C(=O)NC=1C=CC(=C(C(=O)NCCNC(OC(C)(C)C)=O)C1)CO)C)C